4-(5-((tert-butoxycarbonyl)amino)pyrazin-2-yl)-1-methyl-1H-1,2,3-triazole-5-carboxylic acid C(C)(C)(C)OC(=O)NC=1N=CC(=NC1)C=1N=NN(C1C(=O)O)C